6-(2-aminopropyl)-2,3-dihydro-benzofuran NC(CC1=CC2=C(CCO2)C=C1)C